5-cyclopropyl-3-(4-fluoro-2-methyl-phenoxy)-6-(trifluoromethyl)pyridazine-4-carboxylic acid methyl ester COC(=O)C1=C(N=NC(=C1C1CC1)C(F)(F)F)OC1=C(C=C(C=C1)F)C